3-(2,2-difluoroethoxy)-N-[1-[3-[5-(difluoromethoxy)-2-pyridyl]pyrazin-2-yl]ethyl]-5-(trifluoromethyl)benzamide FC(COC=1C=C(C(=O)NC(C)C2=NC=CN=C2C2=NC=C(C=C2)OC(F)F)C=C(C1)C(F)(F)F)F